[2-(dimethylamino)-2-phenylbutyl]amine CN(C(CN)(CC)C1=CC=CC=C1)C